N2-(4-methoxy-3-(pyrrolidin-3-ylmethoxy)phenyl)-6-methyl-N4-((tetrahydro-2H-pyran-4-yl)methyl)pyrimidine-2,4-diamine COC1=C(C=C(C=C1)NC1=NC(=CC(=N1)NCC1CCOCC1)C)OCC1CNCC1